3-(5-amino-8-bromo-2-((6-(trifluoromethyl)pyridin-2-yl)methyl)-[1,2,4]triazolo[1,5-c]pyrimidin-7-yl)benzonitrile NC1=NC(=C(C=2N1N=C(N2)CC2=NC(=CC=C2)C(F)(F)F)Br)C=2C=C(C#N)C=CC2